COC=1C=C(C#N)C=CC1C=1NC(=CN1)C(F)(F)F 3-methoxy-4-(5-(trifluoromethyl)-1H-imidazol-2-yl)benzonitrile